C(C)(C)OC=1C=C(N)C=CC1N1CCN(CC1)C 3-isopropoxy-4-(4-methylpiperazin-1-yl)aniline